difluorosulfinate FS(=O)([O-])F